NC=1N=C(C2=C(N1)C=CN(C2=O)CC2=CC=C(C=C2)N2CCN(CC2)C(=O)OC)NCCCC methyl 4-(4-((2-amino-4-(butylamino)-5-oxopyrido[4,3-d]pyrimidin-6(5H)-yl)methyl)phenyl)piperazine-1-carboxylate